C1(CC1)CC1(CCC2(OCCO2)CC1)CCN1N=CN=C1 1-(2-(8-(Cyclopropylmethyl)-1,4-dioxaspiro[4.5]decan-8-yl)ethyl)-1H-1,2,4-triazole